tert-butyl 4-(((4-chloro-2-propoxybenzyl)amino)methyl)piperidine-1-carboxylate ClC1=CC(=C(CNCC2CCN(CC2)C(=O)OC(C)(C)C)C=C1)OCCC